FC(C(=O)O)(F)F.NC/C(/COC1=CC=C2C(=N1)CN(C2=O)C2CC2)=C/F (Z)-2-((2-(aminomethyl)-3-fluoroallyl)oxy)-6-cyclopropyl-6,7-dihydro-5H-pyrrolo[3,4-b]pyridin-5-one trifluoroacetate salt